tert-Butyl ((3R,4S)-4-methyltetrahydrofuran-3-yl) (7-fluoro-6-(8-methyl-2-oxo-2,3-dihydro-1H-pyrido[2,3-b][1,4]oxazin-7-yl)isoquinoline-3,8-diyl)dicarbamate FC1=C(C=C2C=C(N=CC2=C1NC(O[C@H]1COC[C@@H]1C)=O)NC(OC(C)(C)C)=O)C1=C(C2=C(OCC(N2)=O)N=C1)C